BrCC1=C(C(=CC=C1)OC)F 2-(bromomethyl)-1-fluoro-6-methoxybenzene